5-(4-(6-((2-(2,3-difluoro-6-(2-morpholinothiazol-4-yl)phenoxy)ethyl)amino)hexanoyl)piperazin-1-yl)-2-(2,6-dioxopiperidin-3-yl)-6-fluoroisoindoline-1,3-dione FC1=C(OCCNCCCCCC(=O)N2CCN(CC2)C=2C=C3C(N(C(C3=CC2F)=O)C2C(NC(CC2)=O)=O)=O)C(=CC=C1F)C=1N=C(SC1)N1CCOCC1